(tetrahydro-2-furanyl) methacrylate C(C(=C)C)(=O)OC1OCCC1